ClC1=C(C=C(C=C1)F)C1=C(C=C(N=N1)N(C1C[C@@H]2[C@@H](CN(C2)CC2CCOCC2)C1)C([2H])([2H])[2H])C(F)(F)F (3aR,5s,6aS)-N-(6-(2-chloro-5-fluorophenyl)-5-(trifluoro-methyl)pyridazin-3-yl)-N-(methyl-d3)-2-((tetrahydro-2H-pyran-4-yl)methyl)octahydro-cyclopenta[c]pyrrol-5-amine